C(C)(C)(C)OC(=O)NC=1C=C(N(C1)C)C(=O)NC1=CC=C(C=C1)C=1C=C(N(C1)C)C(=O)OC methyl 4-(4-(4-((tert-butoxycarbonyl)amino)-1-methyl-1H-pyrrol-2-carboxamido)phenyl)-1-methyl-1H-pyrrol-2-carboxylate